N1=C(C=CC=C1)C(=O)[O-].[Mn+3].BrC=1C2=CC=CC=C2C(=C2C=CC=CC12)C1=CC2=CC=CC=C2C=C1.N1=C(C=CC=C1)C(=O)[O-].N1=C(C=CC=C1)C(=O)[O-] 9-bromo-(10-naphthalen-2-yl)anthracene manganese(III) 2-pyridinecarboxylate